Cl.N1(CCNCCC1)C1=CN=C(S1)C1=CC2=C(C(=NO2)C=2C(=C(C=C(C2)CC)S(=O)(=O)N)OC)C(=C1)OC (6-(5-(1,4-diazepan-1-yl)thiazol-2-yl)-4-methoxybenzo[d]isoxazol-3-yl)-5-ethyl-2-methoxybenzenesulfonamide hydrochloride